CN(C)[Sn](C)C dimethylaminodimethyltin